C(C1=CC=CC=C1)N1C(OCC1(C)COCC1=C(C(=O)NC2=NN=NN2C)C=CC(=N1)C(F)(F)F)=O 2-(((3-benzyl-4-methyl-2-oxooxazolidin-4-yl)methoxy)methyl)-N-(1-methyl-1H-tetrazol-5-yl)-6-(trifluoromethyl)nicotinamide